[N+](=O)([O-])C1=NC2=C3N=CC=CC3=CC=C2C=C1 2-nitro-1,10-phenanthroline